zirconium(IV) tert.butoxide CC(C)(C)[O-].[Zr+4].CC(C)(C)[O-].CC(C)(C)[O-].CC(C)(C)[O-]